((6-(isopropyl(methyl)amino)-2-(6-(4-(2-methoxyphenyl)-4H-1,2,4-triazol-3-yl)pyridine-2-yl)-1-oxo-2,3-dihydro-1H-pyrrolo[3,4-c]pyridin-4-yl)methyl)(methyl)carbamate C(C)(C)N(C1=CC2=C(C(=N1)COC(NC)=O)CN(C2=O)C2=NC(=CC=C2)C2=NN=CN2C2=C(C=CC=C2)OC)C